C(C1=CC=CC=C1)(=O)ON1CCC(CC1)(O)C1=CC=C(C=C1)Cl 4-(4-chlorophenyl)-4-hydroxypiperidin-1-yl benzoate